N1C=NC2=C1C=CC(=C2)NC(CN)C2=CC=C(C=C2)C2=CN=C(S2)C(F)(F)F N1-(1H-Benzimidazol-5-yl)-1-{4-[2-(trifluoromethyl)-1,3-thiazol-5-yl]phenyl}ethane-1,2-diamine